F[C@H]1C[C@@H](CC[C@H]1F)N1N=C(C2=C1[C@H](C([C@H]2O)(F)F)F)C(F)(F)F (4S,6R)-1-[(1R,3S,4R)-3,4-difluorocyclohexyl]-5,5,6-trifluoro-3-(trifluoromethyl)-4,6-dihydrocyclopenta[c]pyrazol-4-ol